ClC1=C(C=CC(=C1)F)C(=O)N1C[C@@H]2CC[C@H](C1)N2C2=CC(=CC=1N2C=CN1)S(=O)(=O)N1CCC(CC1)C1=CC=CC=C1 (2-chloro-4-fluoro-phenyl)-[(1S,5R)-8-[7-[(4-phenyl-1-piperidyl)sulfonyl]imidazo[1,2-a]pyridin-5-yl]-3,8-diazabicyclo[3.2.1]octan-3-yl]methanone